O=C1NC(CCC1C1=NN(C2=CC(=CC=C12)N1CCN(CC1)[C@@H]1CC[C@H](CC1)C(=O)O)C)=O trans-4-(4-(3-(2,6-dioxopiperidin-3-yl)-1-methyl-1H-indazol-6-yl)piperazin-1-yl)cyclohexane-1-carboxylic acid